4-amino-1,2,4-triazole nitrate [N+](=O)(O)[O-].NN1C=NN=C1